CC=1C=CC(=C(OC2(CC2)C(=O)NS(=O)(=O)C2=CC=CC(=N2)NC(OC(C)(C)C)=O)C1)C1C(C1)C(F)(F)F Tert-butyl (6-(N-(1-(5-methyl-2-(2-(trifluoromethyl)cyclopropyl)phenoxy)cyclopropane-1-carbonyl)sulfamoyl)pyridin-2-yl)carbamate